COC1=C(C2=CC=CC=C2C=C1)CC1=C(C=CC2=CC=CC=C12)NS(=O)(=O)C N-(1-((2-methoxynaphthalen-1-yl)methyl)naphthalen-2-yl)methanesulfonamide